2-cyclopropyl-1-(3-(difluoromethoxy)benzyl)-N-(4-(ethylsulfonyl)benzyl)-1H-benzo[d]imidazole-5-carboxamide C1(CC1)C1=NC2=C(N1CC1=CC(=CC=C1)OC(F)F)C=CC(=C2)C(=O)NCC2=CC=C(C=C2)S(=O)(=O)CC